Bistrichloromethyl carbonate C(OC(Cl)(Cl)Cl)(OC(Cl)(Cl)Cl)=O